FC1(CCC1)C(=O)N1C[C@H]([C@H](CC1)NC(OC(C)(C)C)=O)COC1CCC(CC1)C1=CC(=CC=C1)F tert-butyl ((3R,4S)-1-(1-fluorocyclobutane-1-carbonyl)-3-((((1s,4S)-4-(3-fluorophenyl)cyclohexyl)oxy)methyl)piperidin-4-yl)carbamate